N1N=CC=2C1=NC=C(C2)N2CC1(C2)CC(C1)N(C(=O)NC1=C(C(=CC(=C1)OC(F)(F)F)CO)OC)C 1-(2-(1H-pyrazolo[3,4-b]pyridin-5-yl)-2-azaspiro[3.3]heptan-6-yl)-3-(3-(hydroxymethyl)-2-methoxy-5-(trifluoromethoxy)phenyl)-1-methylurea